5-chloro-3-methyl-7-morpholino-3H-imidazo[4,5-b]pyridine-2-carbaldehyde ClC1=CC(=C2C(=N1)N(C(=N2)C=O)C)N2CCOCC2